F[C@@H]1[C@@H](C1)C(=O)NC1=CC=C2C(=N1)N(N=C2C2=C(C=CC=C2)OC)COCC[Si](C)(C)C (1S,2S)-2-fluoro-N-[3-(2-methoxyphenyl)-1-[[2-(trimethylsilyl)ethoxy]methyl]pyrazolo[3,4-b]pyridin-6-yl]cyclopropane-1-carboxamide